CN1N=CC=C1C1CCN(CC1)C=1C(=NC=CC1)N1CCN(CC1)C1CC2(CN(C2)C(=O)OCC)CC1 ethyl 6-(4-{3-[4-(1-methyl-1H-pyrazol-5-yl) piperidin-1-yl] pyridin-2-yl} piperazin-1-yl)-2-azaspiro[3.4]octane-2-carboxylate